N[C@H](CCCOC1=C(CC=2C=NN3C2N=CN=C3N)C=CC=C1)COC (R)-8-(2-((4-amino-5-methoxypentyl)oxy)benzyl)pyrazolo[1,5-a][1,3,5]triazin-4-amin